(R)-3,6-dimethyl-8-(1-((3-(methylsulfonyl)pyridin-2-yl)amino)ethyl)-2-morpholinoquinazolin-4(3H)-one CN1C(=NC2=C(C=C(C=C2C1=O)C)[C@@H](C)NC1=NC=CC=C1S(=O)(=O)C)N1CCOCC1